N'-(4-chlorophenyl)-2-phenylthiazole-4-hydrazide ClC1=CC=C(C=C1)NNC(=O)C=1N=C(SC1)C1=CC=CC=C1